O1C2=C(OCC1C=1NC(C(N1)[2H])[2H])C=CC(=C2)[2H] 2-(2,3-dihydrobenzo[b][1,4]dioxin-2-yl-7-d)-4,5-dihydro-1H-imidazole-4,5-d2